C1(CCCC1)OCC1=C(C=CC(=C1)NC1(CCN(CC1)C(=O)OC)C(=O)O)C1=CC(=C(C(=C1)OC)C)OC 4-((2-((Cyclopentyloxy)methyl)-3',5'-dimethoxy-4'-methyl-[1,1'-biphenyl]-4-yl)amino)-1-(methoxycarbonyl)piperidine-4-carboxylic acid